ClC=1N=C2C(=NC1NS(=O)(=O)C1CC1)N(C(=N2)C2=NC(=CC=C2)OCC)C2=C(C=NC=C2OC)OC N-(5-Chloro-1-(3,5-dimethoxypyridin-4-yl)-2-(6-ethoxypyridin-2-yl)-1H-imidazo[4,5-b]pyrazin-6-yl)cyclopropansulfonamid